O1C(OC2=C1C=CC(=C2)C([C@@H](C)N(C(OC(C)(C)C)=O)C)=O)([2H])[2H] Tert-butyl (R)-(1-(benzo[d][1,3]dioxol-5-yl-2,2-d2)-1-oxopropan-2-yl)(methyl)carbamate